C(CC)[C@@H]1CC[C@H](CC1)[C@@H]1CC[C@H](CC1)CO trans-4-(trans-4-propylcyclohexyl)cyclohexylmethanol